(7-((4-((cyclopropylmeth-yl)amino)-5-(trifluoromethyl)-7H-pyrrolo[2,3-d]pyrimidin-2-yl)amino)-2,3-dihydrobenzo-furan-4-yl)(4-morpholinopiperidin-1-yl)methanone C1(CC1)CNC=1C2=C(N=C(N1)NC1=CC=C(C=3CCOC31)C(=O)N3CCC(CC3)N3CCOCC3)NC=C2C(F)(F)F